CC(C)(COP(=O)(O)OP(=O)(O)OC[C@@H]1[C@H]([C@H]([C@@H](O1)N2C=NC3=C(N=CN=C32)N)O)OP(=O)(O)O)[C@H](C(=O)NCCC(=O)NCCSC(=O)CCCCCCCCCCCCCCC(=O)O)O hexadecanedioyl-coa